N-Methyl-4-chloropyridine-2-carboxamide CNC(=O)C1=NC=CC(=C1)Cl